1-(2-ethynyl-thiazol-4-yl)-3-((3'-propionyl-[1,1'-biphenyl]-4-yl)methyl)urea C(#C)C=1SC=C(N1)NC(=O)NCC1=CC=C(C=C1)C1=CC(=CC=C1)C(CC)=O